NC1=[N+](C=CC=C1C1=CC(=NO1)CC=1C=NC(=CC1)OCC1=C(C=NC=C1)Cl)COP(=O)(O)[O-].C1(=CC=CC=C1)C1=NC2=CC(=CC(=C2C(C1OCC1=CC=CC=C1)=O)OCC1=CC=CC=C1)OCC1=CC=CC=C1 2-phenyl-3,5,7-tribenzyloxyquinolin-4-one (2-amino-3-(3-((6-((3-chloropyridin-4-yl)methoxy)pyridin-3-yl)methyl)isoxazol-5-yl)pyridin-1-ium-1-yl)methyl-hydrogenphosphate